(R)-8-ethynyl-7-fluoro-1-(8-fluoro-4-(methyl(piperidin-2-ylmethyl)amino)-2-(4-methylpiperazin-1-yl)pyrido[4,3-d]pyrimidin-7-yl)isoquinolin-3(2H)-one C(#C)C1=C(C=CC2=CC(NC(=C12)C1=C(C=2N=C(N=C(C2C=N1)N(C[C@@H]1NCCCC1)C)N1CCN(CC1)C)F)=O)F